FC(C=1C=C(C=NO)C=CC1)(F)F 3-(trifluoromethyl)benzaldehyde oxime